C(C1=CC=CC=C1)OCC1CCC(O1)CC(=O)N1CCN(CC1)C1=NC=C(C=N1)Cl [5-[(Benzyloxy)methyl]oxolan-2-yl]-1-[4-(5-chloropyrimidin-2-yl)piperazin-1-yl]ethan-1-one